BrC=1C=C2C(=C(C(N(C2=CC1)C)=O)C#N)N1CCC(CC1)C=1OC(=NN1)C1=C(C=CC=C1)C 6-Bromo-1-methyl-4-{4-[5-(2-methylphenyl)-1,3,4-oxadiazol-2-yl]piperidin-1-yl}-2-oxo-1,2-dihydroquinoline-3-carbonitrile